(R)-4-(3-(4-chloro-3-(trifluoromethyl)phenethyl)-3-(dimethylamino)piperidin-1-yl)-2-fluoro-N-(pyrimidin-4-yl)benzenesulfonamide ClC1=C(C=C(CC[C@@]2(CN(CCC2)C2=CC(=C(C=C2)S(=O)(=O)NC2=NC=NC=C2)F)N(C)C)C=C1)C(F)(F)F